5-chloro-4-(trifluoromethyl)-2H,3H-1,2-diazine-3-one ClC1=C(C(NN=C1)=O)C(F)(F)F